(2S)-1-(3-(3,4-dichloro-6a,7,9,10-tetrahydropyrazino[1,2-d]pyrido[3,2-b][1,4]oxazin-8(6H)-yl)-3-oxopropoxy)propan ClC1=C(C=2OCC3N(C2N=C1)CCN(C3)C(CCOCCC)=O)Cl